C(C)O[Si](C#C)(OCC)OCC Triethoxy(Ethynyl)Silane